ClC1=C(C=CC=C1)C1=CC(=NN1C1CCCC1)C(=O)N[C@H](CC(=O)NN)CCN1CC(CCC1)(F)F 5-(2-chlorophenyl)-1-cyclopentyl-N-[(2S)-4-(3,3-difluoropiperidin-1-yl)-1-(hydrazinecarbonyl)butan-2-yl]-1H-pyrazole-3-carboxamide